COC=1C=C(C=C(C1)OC)C=1C=C2C=CC(=NC2=NC1N)NCCCC(F)(F)F 6-(3,5-dimethoxyphenyl)-N2-(4,4,4-trifluorobutyl)-1,8-naphthyridine-2,7-diamine